C1(CC1)COC=1C=C(C=CC1)N1N=C(C=C1CC(C)C)NC1=C(C(=O)O)C=C(C=N1)C=1SC=CC1 2-((1-(3-(cyclopropylmethoxy)phenyl)-5-isobutyl-1H-pyrazol-3-yl)amino)-5-(thiophen-2-yl)nicotinic acid